C1(=CC=CC=C1)C1=C(C(C2(C(C3(C(C(C(C(C3=CC2=C1)([2H])[2H])([2H])[2H])([2H])[2H])([2H])[2H])[2H])([2H])[2H])[2H])[2H])C1=COC=2C1=CC=C1C2C=CC2=CC=CC=C21 phenyl-(naphthobenzofuranyl)anthracene-d13